Cl.NC(CC(=O)OCC)C12CC(C1)(C2)C2=CC=C(C=C2)F ethyl 3-amino-3-(3-(4-fluorophenyl)bicyclo[1.1.1]pentan-1-yl)propanoate hydrochloride